N1C=NC2=C1C=C(C=C2)CN(C2=CC(=CC=C2)COCCN2CCOCC2)CC2=CC(=CC=C2)OC N-((1H-benzo[d]imidazol-6-yl)methyl)-N-(3-methoxybenzyl)-3-((2-morpholinoethoxy)methyl)aniline